4-bromo-4'-amyl-1,1'-biphenyl BrC1=CC=C(C=C1)C1=CC=C(C=C1)CCCCC